N1[13C](=O)NC(=O)NC1=O cyanuric acid-13C